CCON(C1=NC(=NC(=N1)N(OCC)OCC)N(OCC)OCC)OCC hexa(methyl-methoxy)melamine